COCC1=NN2C(C(N(C3(CC3)C3=C2C=C(C=C3)C=3C=NC(=CC3)F)C)=O)=C1 2-Methoxymethyl-5-methyl-9-(6-fluoro-pyridin-3-yl)-spiro[benzo[f]pyrazolo[1,5-a][1,4]diazepine-6,1'-cyclopropan]-4(5H)-one